NC1=NC=CC2=CC(=CC=C12)NS(=O)(=O)C1=CC=C(C=C1)COC1CCN(CC1)C N-(1-aminoisoquinolin-6-yl)-4-(((1-methylpiperidin-4-yl)oxy)methyl)benzenesulfonamide